butyltri(1-naphthyl)borate C(CCC)[B-](C1=CC=CC2=CC=CC=C12)(C1=CC=CC2=CC=CC=C12)C1=CC=CC2=CC=CC=C12